1-(3-(4-chloro-3-((1-methyl-1H-1,2,4-triazol-3-yl)ethynyl)-1H-pyrrolo[2,3-b]pyridin-5-yl)phenyl)piperazin-2-one ClC1=C2C(=NC=C1C=1C=C(C=CC1)N1C(CNCC1)=O)NC=C2C#CC2=NN(C=N2)C